tert-butyl ((1S)-3-(aminomethyl)-3-hydroxycyclopentyl)carbamate NCC1(C[C@H](CC1)NC(OC(C)(C)C)=O)O